CSC1=NC=CC=N1 2-(methylmercapto)pyrimidine